1-(2-aminoethyl)-3,4-dimethyl-1H-pyrrole-2,5-dione TFA salt OC(=O)C(F)(F)F.NCCN1C(C(=C(C1=O)C)C)=O